(3-methoxy-1,2,4-thiadiazol-5-yl)-6-(7-((2-(trimethylsilyl)ethoxy)methyl)-7H-pyrrolo[2,3-d]pyrimidin-4-yl)-1,6-diazaspiro[3.4]octane-1-carboxamide COC1=NSC(=N1)C1N(C2(C1)CN(CC2)C=2C1=C(N=CN2)N(C=C1)COCC[Si](C)(C)C)C(=O)N